C(C)(=O)NC=1C=2N(C=C(C1)N(C(C1=CC(=C(C=C1)F)OC)=O)C)C(=CN2)Br N-(8-acetamido-3-bromo-imidazo[1,2-a]pyridin-6-yl)-4-fluoro-3-methoxy-N-methyl-benzamide